CN(C[C@H](C)NC(=O)C1=CC(=NN1C)C1=NC(=NC=C1)NC1=CC(=CC(=C1)OC)F)C N-[(2S)-1-(dimethylamino)propan-2-yl]-3-{2-[(3-fluoro-5-methoxyphenyl)amino]pyrimidin-4-yl}-1-methyl-1H-pyrazole-5-carboxamide